4-[[2-(5-Chloro-2-hydroxy-phenyl)acetyl]amino]-N-[(5-methoxy-2-pyridyl)methyl]pyridine-2-carboxamide ClC=1C=CC(=C(C1)CC(=O)NC1=CC(=NC=C1)C(=O)NCC1=NC=C(C=C1)OC)O